3-(1-(10H-phenothiazin-2-yl)vinyl)benzonitrile C1=C(C=CC=2SC3=CC=CC=C3NC12)C(=C)C=1C=C(C#N)C=CC1